N1C(=CC2=CC=CC=C12)CC(=O)NN 2-(1H-indol-2-yl)acetohydrazide